N1=C(C=CC=C1CN(CC(=O)O)CC=1C(=NC=CC1)C(=O)O)CN(CC(=O)O)CC=1C(=NC=CC1)C(=O)O 6'-(((pyridin-2,6-diylbis(methylene))bis((carboxymethyl)azanediyl))bis(methylene))dipicolinic acid